CC12C(C(C(C=C1)C2)C(=O)O)C(=O)O methylnorborn-5-ene-2,3-dicarboxylic acid